1-((2,4-dimethoxybenzyl)amino)isoquinoline-5-carboxylic acid COC1=C(CNC2=NC=CC=3C(=CC=CC23)C(=O)O)C=CC(=C1)OC